4-(4-butylcyclohexyl)benzene C(CCC)C1CCC(CC1)C1=CC=CC=C1